C1(=CC=CC=C1)P(OCC(CCCC)CC)(OCC(CCCC)CC)=O di(2-ethylhexyl) phenylphosphonate